C(C1=CC=CC=C1)N1[C@H](CC[C@H](C1)NC=1C2=C(N=C(N1)NC=1C=NN(C1)C([2H])([2H])[2H])N(C=C2C2CC2)COCC[Si](C)(C)C)C Benzyl-(2S,5R)-5-[(5-cyclopropyl-2-([1-(2H3)methyl-1H-pyrazol-4-yl]amino)-7-([2-(Trimethylsilyl)ethoxy]methyl)-7H-pyrrolo[2,3-d]pyrimidin-4-yl)amino]-2-methylpiperidine